4-methyl-6-[3,4,5-trihydroxy-6-(hydroxymethyl)-tetrahydro-2H-pyran-2-yl-oxy]-2,3-dihydroazulen-5(1H)-one CC1=C2CCCC2=CC=C(C1=O)OC1OC(C(C(C1O)O)O)CO